1-ethyl-1H-imidazo[4,5-b]pyridin-2-amine C(C)N1C(=NC2=NC=CC=C21)N